The molecule is a straight chain alkane composed of 9 carbon atoms. It has a role as a volatile oil component and a plant metabolite. CCCCCCCCC